[Si](C)(C)(C(C)(C)C)OCCCCCN1CC2(CC1)CCN(CC2)C(CO)CO 2-(2-(5-((tert-butyldimethylsilyl)oxy)pentyl)-2,8-diazaspiro[4.5]decan-8-yl)propane-1,3-diol